C(#N)C1=C(C=C(C2=C1OCO2)C(=O)OC)F methyl 7-cyano-6-fluorobenzo[d][1,3]dioxole-4-carboxylate